(2R)-2-(4-Fluorophenyl)-N-{4-[3-(pyridin-2-yl)-1H-pyrrolo[3,2-b]pyridin-2-yl]pyridin-2-yl}propanamid FC1=CC=C(C=C1)[C@H](C(=O)NC1=NC=CC(=C1)C1=C(C2=NC=CC=C2N1)C1=NC=CC=C1)C